[Na+].C1(C(C=C(C2=CC=CC=C12)S(=O)(=O)[O-])=O)=O 1,2-naphthoquinone-4-sulfonic acid sodium salt